CC=1C=C(C=CC1)C=1C(=C(C=2C=CC3=CC=C(C=4C=CC1C2C43)N)N(C4=CC(=CC=C4)C4(C3=CC=CC=C3C=3C=CC=CC43)C4=CC=CC=C4)C4=CC(=CC=C4)C4(C3=CC=CC=C3C=3C=CC=CC43)C4=CC=CC=C4)C4=CC(=CC=C4)C bis(3-methylphenyl)-N,N-bis[3-(9-phenyl-9H-fluoren-9-yl)phenyl]pyrene-1,6-diamine